C(C)(C)(C)OC(=O)N1C(C(C2=CC=CC=C12)CC1=CC=CC=C1)=O 3-benzyl-2-oxoindoline-1-carboxylic acid tert-butyl ester